2-((5-fluoro-2-(1-(2-fluorobenzyl)-5-(isoxazol-3-yl)-1H-pyrazol-3-yl)pyrimidin-4-yl)amino)ethanesulfonic acid FC=1C(=NC(=NC1)C1=NN(C(=C1)C1=NOC=C1)CC1=C(C=CC=C1)F)NCCS(=O)(=O)O